C1N(CCCC12CCCCC2)C2=CC(=NC(=N2)C(F)(F)F)N(C2CC1(CC(C1)NS(=O)(=O)C)C2)C N-(6-((6-(2-azaspiro[5.5]undecan-2-yl)-2-(trifluoromethyl)pyrimidin-4-yl)(methyl)amino)spiro[3.3]heptan-2-yl)methanesulfonamide